Galanthamine Hydrobromide Br.COC1C=CC2=C3C=1O[C@H]1C[C@@H](O)C=C[C@@]31CCN(C)C2